trans-N-(tert-butoxycarbonyl)-4-hydroxy-L-proline C(C)(C)(C)OC(=O)N1[C@@H](C[C@H](C1)O)C(=O)O